FC(C=1C=C(CN2C=C(C3=CC=CC=C23)C(=C(C(=O)[O-])C#N)O)C=C(C1)C(F)(F)F)(F)F 3-(1-(3,5-bis(trifluoromethyl) benzyl)-1H-indol-3-yl)-2-cyano-3-hydroxyacrylate